COC(C)C=1C=C(C=CC1)N(C(C#C)=O)C1(CCOCC1)C(=O)N 4-(N-(3-(1-methoxyethyl)phenyl)propiolamido)tetrahydro-2H-pyran-4-carboxamide